C(C1=CC=CC=C1)NS(=O)(=O)C=1C(=CC(=C(C1)OC)OC)C1=CC=C(C=C1)OC(F)(F)F N-benzyl-4,5-dimethoxy-4'-(trifluoromethoxy)-[1,1'-biphenyl]-2-sulfonamide